OC1=NC=CC2=C1N(C=N2)CC2=CC=C(C=C2)B(O)O 4-((4-hydroxyimidazo[4,5-c]pyridin-3-yl)methyl)phenylboronic acid